C(C)(C)(C)OC(=O)C=1C=C(C2=C(N(C(=N2)CN2CC3=CC(=CC=C3CC2)OCC2=CC=NC=C2)C)C1)C1OCC1 oxetan-2-yl-(methyl)-2-((7-(pyridin-4-ylmethoxy)-3,4-dihydroisoquinolin-2(1H)-yl)methyl)-1H-benzo[d]imidazole-6-carboxylic acid tert-butyl ester